(6-meth-oxy-pyridazin-3-yl)methanol COC1=CC=C(N=N1)CO